C12=C3N(C=CC=CC(=N1)C2)C=CC=C3 methanopyrido[1,2-a][1,4]diazonine